ON=C(C1=NC=C(C=C1)NC=1OC(=CN1)C1=NC=C(C=C1)OC(F)(F)F)N N'-Hydroxy-5-((5-(5-(trifluoromethoxy)pyridin-2-yl)oxazol-2-yl)amino)picolinimidamide